NC1=NC(=C(C=2N1N=C(N2)CC2=NC=CC=C2C)C2=C(N=CO2)C)C=2C=C(C#N)C=CC2 3-(5-amino-8-(4-methyl-oxazol-5-yl)-2-((3-methylpyridin-2-yl)methyl)-[1,2,4]triazolo[1,5-c]pyrimidin-7-yl)benzonitrile